6-bromo-7-methyl-9H-pyrimido[4,5-b]indol-4-amine BrC=1C=C2C3=C(NC2=CC1C)N=CN=C3N